ClC1=C(C(=CC=C1)Cl)CN (2,6-dichlorophenyl)methylamine